C(C(C)C)(=O)OC[C@]1(O[C@H]([C@@H]2OC(O[C@@H]21)(C)C)C2=CC=C1C(=NC=NN12)N)C#N ((3aS,4R,6S,6aS)-6-(4-aminopyrrolo[2,1-f][1,2,4]triazin-7-yl)-4-cyano-2,2-dimethyltetrahydrofuro[3,4-d][1,3]dioxol-4-yl)methyl isobutyrate